C(C)(C)C1=CC=C2C(=C(CC2=C1)C=O)O[Si](C)(C)C 6-isopropyl-3-((trimethylsilyl)oxy)-1H-indene-2-carbaldehyde